1-[(2,3-dihydro-1H-inden-5-yl)sulfonyl]-N-(1,3-dimethyl-1H-pyrazolo[3,4-b]pyridin-5-yl)-4-piperidinecarboxamide C1CCC2=CC(=CC=C12)S(=O)(=O)N1CCC(CC1)C(=O)NC=1C=C2C(=NC1)N(N=C2C)C